lead-calcium-silver-strontium [Sr].[Ag].[Ca].[Pb]